ClC=1C=C2C(=CNC2=CC1)/C(/C#N)=C/C=1C=NC=CC1C1=CC=C(C=C1)C(F)(F)F (Z)-2-(5-chloro-1H-indol-3-yl)-3-(4-(4-(trifluoromethyl)phenyl)pyridin-3-yl)-acrylonitrile